6-((6-hydroxypyridin-3-yl)(trifluoromethyl)amino)-4-isopropyl-1,3-dimethyl-1,3-dihydro-2H-benzo[d]imidazol-2-one OC1=CC=C(C=N1)N(C=1C=C(C2=C(N(C(N2C)=O)C)C1)C(C)C)C(F)(F)F